2,5-diaminohexane NC(C)CCC(C)N